N1(CC1)CCC(=O)O.N1(CC1)CCC(=O)O.N1(CC1)CCC(=O)O.C(O)C(CC)(CO)CO trimethylolpropane tri(3-aziridinyl propionate)